1-(2,2,2-trifluoro-ethyl)piperidin-4-one FC(CN1CCC(CC1)=O)(F)F